CS(=O)(=O)C=1N=CC=2C(N(C=3N(C2N1)CC(N3)(C)C)C3=C(C=CC=C3F)Cl)=O 2-(methanesulfonyl)-6-(2-chloro-6-fluorophenyl)-8,8-dimethyl-8,9-dihydroimidazo[1,2-a]pyrimido[5,4-e]pyrimidin-5(6H)-one